8-(4-Cyclobutyl-piperazine-1-yl)-7-ethyl-10,10-dimethyl-5-oxo-10,11-dihydro-5H-1,11-diaza-benzo[b]fluorene-2-carbonitrile C1(CCC1)N1CCN(CC1)C=1C(=CC2=C(C(C=3NC=4N=C(C=CC4C3C2=O)C#N)(C)C)C1)CC